tert-Butyl N-[(1R,2S,3S,5S)-8-[3-(5-chloro-3-methoxyquinoxalin-6-yl)-5-methyl-1-(oxan-2-yl)-1H-pyrazolo[3,4-b]pyrazin-6-yl]-2-fluoro-8-azabicyclo[3.2.1]octan-3-yl]carbamate ClC1=C2N=C(C=NC2=CC=C1C1=NN(C2=NC(=C(N=C21)C)N2[C@H]1[C@H]([C@H](C[C@@H]2CC1)NC(OC(C)(C)C)=O)F)C1OCCCC1)OC